N-(8-methyl-2-oxo-3,4-dihydro-1H-quinolin-6-yl)-3-phenyl-pyridine-4-carboxamide CC=1C=C(C=C2CCC(NC12)=O)NC(=O)C1=C(C=NC=C1)C1=CC=CC=C1